(R)-(7-(Hydroxymethyl)-1H-benzo[d]imidazol-2-yl)(5-methyl-7,8-dihydro-1,6-naphthyridin-6(5H)-yl)methanone OCC1=CC=CC2=C1NC(=N2)C(=O)N2[C@@H](C=1C=CC=NC1CC2)C